N,N-dimethyl-pyrrolo-[2,3-d]pyrimidine-6-carboxamide CN(C(=O)C=1CC2=C(N=CN=C2)N1)C